5-(3-bromopyridin-2-yloxy)-2-(1-(5-fluoropyridinoyl)pyrrolidin-3-yl)benzaldehyde BrC=1C(=NC=CC1)OC=1C=CC(=C(C=O)C1)C1CN(CC1)C(=O)C1=NC=C(C=C1)F